BrC=1C(=CC(=NC1)Cl)OCCNC(OC(C)(C)C)=O tert-butyl (2-((5-bromo-2-chloropyridin-4-yl)oxy)ethyl)carbamate